C[Mg]I Methylmagnesium iodide